4-bromo-1-methyl-2-(1-methyl-1H-pyrazol-4-yl)-1H-pyrrolo[2,3-b]pyridine BrC1=C2C(=NC=C1)N(C(=C2)C=2C=NN(C2)C)C